methyl (S)-2-(4-ethynylbenzamido)-3-hydroxypropionate C(#C)C1=CC=C(C(=O)N[C@H](C(=O)OC)CO)C=C1